2,9-dichloro-5,7,12,14-tetrahydro-5,12-diazapentacene-7,14-dione ClC1=CC=2C(C3=CC=4NC5=CC=C(C=C5C(C4C=C3NC2C=C1)=O)Cl)=O